N1=C(C=CC2=CC=CC(=C12)C#N)[2H] Quinoline-8-carbonitrile-2-d